[3-(4-Fluorophenyl)-4-(8-phenyl-9H-purin-6-yl)-1H-pyrazol-1-yl]-1λ6-thietane-1,1-dione FC1=CC=C(C=C1)C1=NN(C=C1C1=C2N=C(NC2=NC=N1)C1=CC=CC=C1)C1S(CC1)(=O)=O